7-bromo-2-(1,1-difluoroethyl)quinoxaline BrC1=CC=C2N=CC(=NC2=C1)C(C)(F)F